6'-((6-amino-5-fluoropyrimidin-4-yl)amino)-8'-chloro-2'H-spiro[cyclohexane-1,3'-imidazo[1,5-a]pyridine]-1',5'-dione hydrochloride Cl.NC1=C(C(=NC=N1)NC1=CC(=C2N(C1=O)C1(NC2=O)CCCCC1)Cl)F